C(C1=CC=CC=C1)OC1=CC=C(OCCOCCNC2CCCC2)C=C1 N-(2-(2-(4-(benzyloxy)phenoxy)ethoxy)ethyl)cyclopentylamine